sodium edetate salt C(N(CC(=O)[O-])CC(=O)[O-])CN(CC(=O)[O-])CC(=O)[O-].[Na+].[Na+].[Na+].[Na+]